C(C)(C)(C)OC(CCN1CCN(CC1)C1CCN(CC1)C(=O)OCC1=CC=CC=C1)=O benzyl 4-(4-(3-(tert-butoxy)-3-oxopropyl)piperazin-1-yl)piperidine-1-carboxylate